IC1=C(C=C(C=C1O)C(F)(F)F)O 2-iodo-5-(trifluoromethyl)benzene-1,3-diol